(S)-5-bromo-N-(1-(6-(4-fluoro-1H-pyrazolyl)pyridin-3-yl)propyl)-N-methylpyridin-2-amine BrC=1C=CC(=NC1)N(C)[C@@H](CC)C=1C=NC(=CC1)N1N=CC(=C1)F